C[C@H](CNC(OC(C)(C)C)=O)C(N[C@H]1C2=C(CN3N(C1=O)CCC3)C=CC=C2)=O tert-butyl ((R)-2-methyl-3-oxo-3-(((S)-11-oxo-2,3,10,11-tetrahydro-1H,5H-benzo[d]pyrazolo[1,2-a][1,2]diazepin-10-yl)amino)propyl)carbamate